2-(5-decylbenzo[d]oxazol-2-yl)ethan-1-amine hydrochloride Cl.C(CCCCCCCCC)C=1C=CC2=C(N=C(O2)CCN)C1